BrC1=CC=C(C=C1)C=1SC2=C(N1)CC[C@@]1([C@H]3CC[C@]4([C@H]([C@@H]3CC[C@H]12)CCC4=O)C)C (5aR,5bS,7aS,10aS,10bR,12aR)-2-(4-bromophenyl)-5a,7a-dimethyl-4,5,5a,5b,6,7,7a,9,10,10a,10b,11,12,12a-tetradecahydro-8H-cyclopenta[7,8]phenanthro[2,1-d]thiazol-8-one